NCCCN1CCN(CC1)CCCN 1,4-bis(aminopropyl)piperazine